COC(=O)[C@H]1CN(C[C@H](O1)C)C1=C2C=CC=NC2=C(C=C1)C(F)(F)F (2R,6R)-6-methyl-4-[8-(trifluoromethyl)-5-quinolyl]morpholine-2-carboxylic acid methyl ester